(3R,4S)-3-fluoro-1-(4-(5-isopropyl-8-((2R,3S)-2-methyl-3-(methylsulfonylmethyl)azetidin-1-yl)-2,6-naphthyridin-3-ylamino)pyrimidin-2-yl)-4-methylpiperidin-4-ol F[C@@H]1CN(CC[C@@]1(O)C)C1=NC=CC(=N1)NC=1N=CC2=C(C=NC(=C2C1)C(C)C)N1[C@@H]([C@H](C1)CS(=O)(=O)C)C